FC1=CC=C(C=C1)N1CN(C(C2=CC=CC=C12)=O)C=1C(=NC(=CC1)OC)C 1-(4-fluorophenyl)-3-(6-methoxy-2-methylpyridin-3-yl)-2,3-dihydroquinazolin-4(1H)-one